BrC1=CC=CC=2C(=C(SC21)I)CC(F)(F)F 7-bromo-2-iodo-3-(2,2,2-trifluoroethyl)-1-benzothiophene